(R)-2-HYDROXY-2-METHYLOCT-7-ENE-4-SULFONAMIDE OC(C)(C[C@@H](CCC=C)S(=O)(=O)N)C